2-chloro-1,4-dihydro-9,10-anthraquinone ClC=1CC=2C(C3=CC=CC=C3C(C2CC1)=O)=O